ClC=1C=C(CN2C=CC3=CC(=CC(=C23)C(=O)N[C@@H](C)C2=CC=C(C(=O)O)C=C2)C=2C=NC=CC2)C=CC1 (S)-4-(1-(1-(3-chlorobenzyl)-5-(pyridin-3-yl)-1H-indole-7-carboxamido)ethyl)benzoic acid